1,1-difluoro-N-{2-[(1S)-1-(4-fluorophenyl)ethoxy]-4-(4,4,5,5-tetramethyl-1,3,2-dioxaborolan-2-yl)phenyl}methanesulfonamide FC(S(=O)(=O)NC1=C(C=C(C=C1)B1OC(C(O1)(C)C)(C)C)O[C@@H](C)C1=CC=C(C=C1)F)F